6-(3-fluorophenoxy)-N-(3-(hydroxymethyl)-2-oxopyrrolidin-3-yl)-2-methylindolizine-3-carboxamide FC=1C=C(OC2=CN3C(=C(C=C3C=C2)C)C(=O)NC2(C(NCC2)=O)CO)C=CC1